BrCCCOC(CCC1=CC(=C(C(=C1)C(C)(C)C)O)C(C)(C)C)=O 3-(3,5-di-tert-butyl-4-hydroxyphenyl)propionic acid-3-bromopropyl ester